[(Z)-(1-amino-2-hydroxy-2-methyl-propylidene) amino](2S,5'R)-7-chloro-1',4-dimethoxy-5'-methyl-3,3'-dioxo-spiro[benzofuran-2,6'-cyclohexene]-6-carboxylate N\C(\C(C)(C)O)=N/C1=C([C@]2([C@@H](CC1=O)C)OC1=C(C2=O)C(=CC(=C1Cl)C(=O)[O-])OC)OC